CC(C1=CC=CC=C1)(C)C1=C(C=CC(=C1)C(C1=CC=CC=C1)(C)C)O 2,4-di(α,α-dimethylbenzyl)phenol